CC1=CC=C(O1)CNC(C1=CC(=CC=C1)NC=1N=NC=C(C1)C)=O N-[(5-methylfuran-2-yl)methyl]-3-[(5-methylpyridazin-3-yl)amino]benzamide